C(CCCCCCCCCCCCCCCCC)(=O)O.C(CCCCCCCCCCCCCCCCC)(=O)O.C(CCCCCCCCCCCCCCCCC)(=O)O.C(O)C(CC)(CO)CO trimethylolpropane tri(stearate)